2-((2-(4-((9,9-dimethyl-6-morpholino-9,10-dihydroacridin-2-yl)methyl)piperazin-1-yl)ethyl)amino)ethan-1-ol CC1(C2=CC=C(C=C2NC=2C=CC(=CC12)CN1CCN(CC1)CCNCCO)N1CCOCC1)C